CC1=NN=C(O1)C1=CC=C(C=C1)C=1N=C(C2=C(N1)CC[S@]2=O)NC2(CC2)CN2CCOCC2 (R)-2-(4-(5-methyl-1,3,4-oxadiazol-2-yl)phenyl)-4-((1-(morpholinomethyl)cyclopropyl)amino)-6,7-dihydrothieno[3,2-d]pyrimidine 5-oxide